The molecule is a monohydroxyflavanone in which the hydroxy group is located at position 3'. It has a role as a metabolite. It is a monohydroxyflavanone and a member of 3'-hydroxyflavanones. C1C(OC2=CC=CC=C2C1=O)C3=CC(=CC=C3)O